1-(6-(4-(2,3-diaminopyridin-4-yl)-1H-pyrazol-1-yl)nicotinoyl)azetidine-3-carbonitrile NC1=NC=CC(=C1N)C=1C=NN(C1)C1=NC=C(C(=O)N2CC(C2)C#N)C=C1